5-(2-amino-3-((3-aminophenyl)ethynyl)pyridin-4-yl)-2-fluorobenzonitrile NC1=NC=CC(=C1C#CC1=CC(=CC=C1)N)C=1C=CC(=C(C#N)C1)F